N1=C(N=CC=C1)N1CCN(CC1)C(=O)C=1C=C(CN2N=C3C(=CC=CC3=C2)C(=O)N)C=CC1 2-(3-(4-(pyrimidin-2-yl)piperazine-1-carbonyl)benzyl)-2H-indazole-7-carboxamide